CC1=CN=NN1 5-methyl-1H-1,2,3-triazol